FC=1C(=NC=CC1)P(O)(=O)O fluoropyridinephosphonic acid